ClC=1C=C(C=C2C(=C(C=NC12)C#N)N[C@@H](CCO)C1=CC=CC=C1)N[C@H](C=1N=NNC1)C=1C=NC=CC1 8-chloro-4-(((S)-3-hydroxy-1-phenylpropyl)amino)-6-(((S)-pyridin-3-yl(1H-1,2,3-triazol-4-yl)methyl)amino)quinoline-3-carbonitrile